2-methyl-1-(6-{[6-(trifluoromethyl)pyridin-3-yl]oxy}-1H-benzimidazol-1-yl)propan-2-ol CC(CN1C=NC2=C1C=C(C=C2)OC=2C=NC(=CC2)C(F)(F)F)(C)O